(5-methoxypyridin-2-yl)(methyl)(((7-(5-(trifluoromethyl)-1,2,4-oxadiazol-3-yl)imidazo[1,2-a]pyridin-2-yl)methyl)imino)-λ6-sulfanone COC=1C=CC(=NC1)S(=O)(=NCC=1N=C2N(C=CC(=C2)C2=NOC(=N2)C(F)(F)F)C1)C